C(=C)CC(=O)O.C(CCCC)(=O)OC=C vinyl valerate (vinyl acetate)